N-(4-ACETYLPHENYL)-3-chlorobutanamide C(C)(=O)C1=CC=C(C=C1)NC(CC(C)Cl)=O